C(C)N1CCN(CC1)C1=C(C=C(C=C1)B1OC(C(O1)(C)C)(C)C)C 1-Ethyl-4-[2-methyl-4-(4,4,5,5-tetramethyl-1,3,2-dioxaborolan-2-yl)phenyl]piperazine